C(#N)C1=CC(=C(COC2=CC=CC(=N2)C2=CC(=C(CC3=NC4=C(N3CCC3(CC3)CF)C=C(C=C4)C(=O)OC)C=C2)F)C=C1)F Methyl 2-(4-(6-((4-cyano-2-fluorobenzyl)oxy)pyridin-2-yl)-2-fluorobenzyl)-1-(2-(1-(fluoromethyl)cyclopropyl)ethyl)-1H-benzo[d]imidazole-6-carboxylate